C(C)C(CC)NC1=NC(=NC=C1C)NC=1C=C(C2=C(COB2O)C1)C N4-(1-ethylpropyl)-N2-(1-hydroxy-7-methyl-3H-2,1-benzoxaborol-5-yl)-5-methyl-pyrimidine-2,4-diamine